ClCC1=C2C(=NC=3C=C(C(=CC13)OC)F)C1=CC3=C(C(N1C2)=O)COC([C@]3(O)CC)=O (S)-11-(chloromethyl)-4-ethyl-8-fluoro-4-hydroxy-9-methoxy-1,12-dihydro-14H-pyrano[3',4':6,7]indolizino[1,2-b]quinoline-3,14(4H)-dione